ClC=1C=C(C=CC1Cl)[C@@H]1N(OCC1)C1=CC(=NC=N1)NC=1C(CC=C(C1)C(C(=O)N)=C)(N1C(CCCC1)N1CCN(CC1)C)OC 5-((6-((R)-3-(3,4-dichlorophenyl)isoxazolidine-2-yl)pyrimidine-4-yl)amino)-4-methoxy-2-(4-(4-methylpiperazine-1-yl-piperidine-1-yl)phenyl)acrylamide